N-((cis)-3-(2-cyano-5-methylphenyl)cyclobutyl)-1-((R or S)-1-(4,5-dimethyl-6-((1R,5S)-2-oxo-3-azabicyclo[3.1.0]hexan-3-yl)pyridin-3-yl)ethyl)-1H-1,2,3-triazole-4-carboxamide C(#N)C1=C(C=C(C=C1)C)[C@H]1C[C@H](C1)NC(=O)C=1N=NN(C1)[C@H](C)C=1C=NC(=C(C1C)C)N1C([C@@H]2C[C@@H]2C1)=O |o1:21|